2-(2-isopropylphenyl)-7-(4-(1-methyl-4-(trifluoromethyl)-1H-imidazol-2-yl)benzyl)-[1,2,4]triazolo[1,5-a]pyrimidine C(C)(C)C1=C(C=CC=C1)C1=NN2C(N=CC=C2CC2=CC=C(C=C2)C=2N(C=C(N2)C(F)(F)F)C)=N1